((1R,2R,3R,3aR,8bS)-1,8b-dihydroxy-6,8-dimethoxy-3a-(4-methoxyphenyl)-3-phenyl-2,3,3a,8b-tetrahydro-1H-cyclopenta[b]benzofuran-2-yl)-3-methylthiourea O[C@@H]1[C@@H]([C@H]([C@@]2(OC3=C([C@@]21O)C(=CC(=C3)OC)OC)C3=CC=C(C=C3)OC)C3=CC=CC=C3)NC(=S)NC